5-amino-1-(2-methoxyprop-2-yl)-3-(4-phenoxyphenyl)-1H-pyrazole-4-carbonitrile NC1=C(C(=NN1C(C)(C)OC)C1=CC=C(C=C1)OC1=CC=CC=C1)C#N